[Si](C)(C)(C(C)(C)C)OCC(F)(F)C=1C(=C2N(N1)CCN2)C(=O)N[C@@H](C)C2=CC=C(C(=O)OC)C=C2 Methyl (S)-4-(1-(6-(2-((tert-butyldimethylsilyl)oxy)-1,1-difluoroethyl)-2,3-dihydro-1H-imidazo[1,2-b]pyrazole-7-carboxamido)ethyl)benzoate